COP(OC)(=O)C1CCC(CC1)OP(N(C(C)C)C(C)C)N(C(C)C)C(C)C (4-((bis(diisopropylamino)phosphino)oxy)cyclohexyl)phosphonic acid dimethyl ester